3-(3,4-difluorophenyl)-4-(5-(3,5-dimethylisoxazol-4-yl)-1-((S)-1-methylpyrrolidin-3-yl)-1H-benzo[d]imidazol-2-yl)-1,3-oxazinan-2-one FC=1C=C(C=CC1F)N1C(OCCC1C1=NC2=C(N1[C@@H]1CN(CC1)C)C=CC(=C2)C=2C(=NOC2C)C)=O